FC1=CC(=C(C=C1)C=1C2=C(C(=NC1C=1C=NN(C1)COCC[Si](C)(C)C)O)C=CS2)OCCOC 7-(4-fluoro-2-(2-methoxyethoxy)phenyl)-6-(1-((2-(trimethylsilyl)ethoxy)methyl)-1H-pyrazol-4-yl)thieno[3,2-c]pyridin-4-ol